4-chloro-7-(2-methoxy-4,6-dimethyl-phenyl)-2-(1,2,3,6-tetrahydropyridin-5-yl)-1,8-naphthyridine ClC1=CC(=NC2=NC(=CC=C12)C1=C(C=C(C=C1C)C)OC)C1=CCCNC1